ClC1=CC=C(C=N1)C(=O)NC1=NN(C(=C1)C1=NC2=C(N1)C=CC(=C2)Cl)CC2=CC=C(C=C2)OC 6-chloro-N-[5-(5-chloro-1H-benzimidazol-2-yl)-1-[(4-methoxyphenyl)-methyl]pyrazol-3-yl]pyridine-3-carboxamide